6-cyclopropyl-pyridineIDOl C1(CC1)C1=CC=C([C-]=N1)O